NC[C@@H](CC1CC1)N(C(OC(C)(C)C)=O)C (R)-tert-butyl (1-amino-3-cyclopropylpropan-2-yl)(methyl)carbamate